2-(5-(1-(3,5-Difluorophenyl)ethoxy)-1H-Indazol-3-yl)-N,N-Dimethyl-4,6-Dihydropyrrolo[3,4-d]imidazol-5(1H)formamid FC=1C=C(C=C(C1)F)C(C)OC=1C=C2C(=NNC2=CC1)C1=NC2=C(N1)CN(C2)C(=O)N(C)C